C(#N)C(=C1CC(C2=CC=CC=C12)=O)C#N 1-(dicyanomethylene)-3-indenone